N=1C=CN2C1C=C(C=C2)C(C(=O)O)(C)C 2-imidazo[1,2-a]pyridin-7-yl-2-methyl-propionic acid